m-cresolOne C1=C(C=CC=C1O)C=O